thiazolo[5,4-d]Pyrimidin-7(6H)-one N1=CSC=2N=CNC(C21)=O